ClC1=NC(=CC(=C1F)CCl)Cl 2,6-dichloro-4-(chloromethyl)-3-fluoropyridine